N-((4aS,5S,7aS)-7a-(5-bromo-2-fluorophenyl)-5-((trityloxy)methyl)-4a,5,7,7a-tetrahydro-4H-furo[3,4-d][1,3]thiazin-2-yl)benzamide BrC=1C=CC(=C(C1)[C@@]12N=C(SC[C@@H]1[C@H](OC2)COC(C2=CC=CC=C2)(C2=CC=CC=C2)C2=CC=CC=C2)NC(C2=CC=CC=C2)=O)F